2-butoxy-7-((6-(pyrrolidin-1-ylmethyl)pyridin-3-yl)methyl)-5H-pyrrolo[3,2-d]pyrimidin-4-amine C(CCC)OC=1N=C(C2=C(N1)C(=CN2)CC=2C=NC(=CC2)CN2CCCC2)N